4-(8-fluoro-5H-imidazo[5,1-a]isoindol-5-yl)piperidine-1-sulfonamide FC1=CC=C2C(N3C(C2=C1)=CN=C3)C3CCN(CC3)S(=O)(=O)N